N-(4-cyclobutyl-5-(4-fluorophenyl)-1-methyl-1H-pyrazol-3-yl)oxetane-3-carboxamide C1(CCC1)C=1C(=NN(C1C1=CC=C(C=C1)F)C)NC(=O)C1COC1